OC1=CC(=CC=2OC3=CC=C(C(=C3C(C12)=O)OC)OC)OC 1-hydroxy-3,7,8-trimethoxyxanthone